N-(3-(2-(4-methylpiperidin-1-yl)pyridin-4-yl)phenyl)cinnamamide CC1CCN(CC1)C1=NC=CC(=C1)C=1C=C(C=CC1)NC(C=CC1=CC=CC=C1)=O